2,2-dimethyl-3-((1-methyl-4-nitro-1H-pyrazol-3-yl)oxy)azetidine-1-carboxylic acid tert-butyl ester C(C)(C)(C)OC(=O)N1C(C(C1)OC1=NN(C=C1[N+](=O)[O-])C)(C)C